FC(C=1C=NC(=NC1)N1CCN(CC1)C(=O)OC[C@H]1N(CCC1)C1=CNC(C(=C1)C(F)(F)F)O)(F)F (S)-(1-(6-oxyl-5-(trifluoromethyl)-1,6-dihydropyridin-3-yl)pyrrolidine-2-yl)methyl 4-(5-(trifluoromethyl)pyrimidin-2-yl)piperazine-1-carboxylate